FC(OC1=CC=C(C=C1)N1N=C(N=C1)N1CCC(CC1)NC(OCCCC)=O)(F)F butyl (1-(1-(4-(trifluoromethoxy)phenyl)-1H-1,2,4-triazol-3-yl)piperidin-4-yl)carbamate